9,10-difluoro-3-(methoxymethyl)-2,3-dihydro-7H-[1,4]oxazino[2,3,4-ij]quinolin-7-one FC=1C=C2C(C=CN3C2=C(C1F)OCC3COC)=O